COC=1C=C(C=CC1OC)C1=CC=NC=2N1N=C(C2)C(=O)NC2CCC(CC2)C(=O)N2CCN(CC2)C 7-(3,4-dimethoxyphenyl)-N-((1S,4S)-4-(4-methylpiperazine-1-carbonyl)cyclohexyl)pyrazolo[1,5-a]pyrimidine-2-carboxamide